(4-(2-(2-Aminopyridin-3-yl)-3H-imidazo[4,5-b]pyridin-3-yl)phenyl)methan-d-ol NC1=NC=CC=C1C1=NC=2C(=NC=CC2)N1C1=CC=C(C=C1)C(O)[2H]